(S)-2-((1S,3S)-3-benzylcyclobutyl)-5-(pyrazin-2-yl)-2,5,6,7-tetrahydro-3H-pyrrolo[2,1-c][1,2,4]triazol-3-one C(C1=CC=CC=C1)C1CC(C1)N1N=C2N(C1=O)[C@@H](CC2)C2=NC=CN=C2